C(\C=C/C1=CC(OC)=C(O)C(OC)=C1)O cis-sinapyl alcohol